N-[5-(2-chloro-6-methyl-4-pyridinyl)-4-(3-cyanophenyl)thiazol-2-yl]-4-methyl-piperazine-1-carboxamide ClC1=NC(=CC(=C1)C1=C(N=C(S1)NC(=O)N1CCN(CC1)C)C1=CC(=CC=C1)C#N)C